C1(CCC1)=O Cyclobutan-1-one